F[C@H]1CN(CC[C@H]1NC1=CC=CN2C(=C(C=C12)C1=NOC(=N1)CNC(CC1=NNC2=CC=C(C=C12)OC)=O)SC(F)(F)F)C N-{[3-(8-{[(3S,4R)-3-fluoro-1-methylpiperidin-4-yl]amino}-3-[(trifluoromethyl)sulfanyl]indolizin-2-yl)-1,2,4-oxadiazol-5-yl]methyl}-2-(5-methoxy-1H-indazol-3-yl)acetamide